C(C)(C)(C)OC(=O)N1CCN(CC1)CCN.OCCSCCSCCO 1,2-bis(2-hydroxyethylmercapto)ethane tert-butyl-4-(2-aminoethyl)piperazine-1-carboxylate